azatriazinone N=1N=NNC(C1)=O